[Sn]=[Te].[Cu] copper tin telluride